dimethyl 2-(4-bromophenyl)propanedioate BrC1=CC=C(C=C1)C(C(=O)OC)C(=O)OC